FC(C1=NN=C(S1)NC(=O)C1=NN2C(C(N(CC2)CC=2C(=NC=CC2)C)=O)=C1C1CC1)F 3-Cyclopropyl-5-(2-methylpyridin-3-ylmethyl)-4-oxo-4,5,6,7-tetrahydropyrazolo[1,5-a]pyrazine-2-carboxylic acid (5-difluoromethyl-[1,3,4]thiadiazol-2-yl) amide